FC1=C(C=C(C(=C1)OC)F)OC 2,5-difluoro-1,4-dimethoxybenzene